C1OC=CC2=CC=C3C(=C12)OC1=C3C=CC=C1 benzofuro[3,2-h]isochromene